CC(=O)N[C@@H]1[C@H]([C@@H]([C@H](O[C@H]1OC[C@@H]2[C@@H]([C@@H]([C@H]([C@@H](O2)O)NC(=O)C)O[C@H]3[C@@H]([C@H]([C@H]([C@H](O3)CO)O)O)O)O)CO)O)O The molecule is an amino trisaccharide that is 2-acetamido-2-deoxy-beta-D-galactopyranose in which the hydroxy groups at positions 3 and 6 have been converted into the corresponding beta-D-galactopyranosyl and 2-acetamido-2-deoxy-beta-D-glucopyransoyl derivatives, respectively. It is an amino trisaccharide, a member of acetamides and a glucosamine oligosaccharide. It derives from a beta-D-Galp-(1->3)-beta-D-GalpNAc and a beta-D-GlcpNAc-(1->6)-beta-D-GalpNAc.